C1(CC1)C=1SC2=C(N(C(N=C2N(C)C)=O)C2=CC(=CC=C2)O)N1 2-cyclopropyl-7-(dimethylamino)-4-(3-hydroxyphenyl)-[1,3]Thiazolo[4,5-d]Pyrimidine-5-one